di(cyclohexyl)ammonium tetra(phenyl)borate C1(=CC=CC=C1)[B-](C1=CC=CC=C1)(C1=CC=CC=C1)C1=CC=CC=C1.C1(CCCCC1)[NH2+]C1CCCCC1